C(CCCCCCCCCCCCCCCCC)(=O)OC[C@@H](OC(CCC\C=C/C\C=C/C\C=C/C\C=C/CCCCC)=O)COP(=O)(O)O 1-stearoyl-2-arachidonoyl-sn-glycero-3-phosphate